C(C)(C)(C)OC(=O)N([C@H](C(=O)N(C)[C@@H](C(=O)O)CCC1=NC(=NO1)C)CC(C)C)C (R)-2-((S)-2-((tert-Butoxycarbonyl)(methyl)amino)-N,4-dimethylpentanamido)-4-(3-methyl-1,2,4-oxadiazol-5-yl)butanoic acid